sec-butyl-phenol C(C)(CC)C1=C(C=CC=C1)O